BrC1=C(C(=CC=C1)NC1=CC=NN1C)C1(CCCC1)C#N 1-(2-bromo-6-((1-methyl-1H-pyrazol-5-yl)amino)phenyl)cyclopentane-1-carbonitrile